N-(4-(4-Amino-7-(oxetan-3-yl)-7H-pyrrolo[2,3-d]pyrimidin-5-yl)phenyl)-5-(5-Chloropyridin-2-yl)-1-isopropyl-4-oxo-1,4-dihydropyridazine-3-carboxamide NC=1C2=C(N=CN1)N(C=C2C2=CC=C(C=C2)NC(=O)C2=NN(C=C(C2=O)C2=NC=C(C=C2)Cl)C(C)C)C2COC2